[Ba].C1(=CC=CC=C1)O phenol barium salt